BrC=1C=C(C(=NC1)N1CC(C1)N(C)C)[N+](=O)[O-] 1-(5-Bromo-3-nitropyridin-2-yl)-N,N-dimethylazetidin-3-amine